(R)-3,3-dimethyl-4-(((R)-1-phenylethyl)amino)piperidine-1-carboxylic acid tert-butyl ester C(C)(C)(C)OC(=O)N1CC([C@@H](CC1)N[C@H](C)C1=CC=CC=C1)(C)C